BrC=1C=CC(=NC1)C(=O)OC methyl 5-bromopicolinate